(R)-2-(3-fluoro-5-isopropyl-2-methoxyphenyl)-2-((R)-3-(methyl(2-(2-(5,6,7,8-tetrahydro-1,8-naphthyridin-2-yl)ethoxy)ethyl)amino)pyrrolidin-1-yl)acetic acid FC=1C(=C(C=C(C1)C(C)C)[C@H](C(=O)O)N1C[C@@H](CC1)N(CCOCCC1=NC=2NCCCC2C=C1)C)OC